methyl 2-((((((1R,2S,5R)-2-carbamoyl-7-oxo-1,6-diazabicyclo[3.2.1]octan-6-yl)oxy)sulfonyl)oxy)methyl)-2-ethylbutanoate C(N)(=O)[C@H]1N2C(N([C@H](CC1)C2)OS(=O)(=O)OCC(C(=O)OC)(CC)CC)=O